C(C(=O)O)(=O)O.C1NCC12CC(C2)NC(OC(C)(C)C)=O.C(C)(C)(C)OC(NC2CC1(CNC1)C2)=O tert-butyl N-(2-azaspiro[3.3]heptan-6-yl)carbamate hemioxalate